1-{2-[4-(chloromethyl)phenyl]pyridin-3-yl}-4-methylpiperazine ClCC1=CC=C(C=C1)C1=NC=CC=C1N1CCN(CC1)C